silver mercaptoacetate SCC(=O)[O-].[Ag+]